3-[6-[[(1R)-1-[3,6-Dimethyl-2-(2-methylindazol-5-yl)-4-oxo-chromen-8-yl]ethyl]amino]-2,3-difluoro-phenyl]-4H-1,2,4-oxadiazol-5-one CC1=C(OC2=C(C=C(C=C2C1=O)C)[C@@H](C)NC1=CC=C(C(=C1C1=NOC(N1)=O)F)F)C1=CC2=CN(N=C2C=C1)C